COC(=O)C1=CC2=C(N1CC3=CC=C(C=C3)Cl)C=CC(=C2)S(=O)(=O)C The molecule is an indolyl carboxylate ester that is methyl 1H-indole-2-carboxylate substituted by a 4-chlorobenzyl group at position 1 and a methylsulfonyl group at position 5. It acts as a selective inhibitor of cyclooxygenase 2. It has a role as a cyclooxygenase 2 inhibitor. It is an indolyl carboxylate ester, a sulfone, a member of monochlorobenzenes and a methyl ester.